aminomethyl-2-propaneol NCCC(C)O